ClC1=CC=C(N=N1)C(=O)NC1(COC1)C 6-chloro-N-(3-methyloxetan-3-yl)pyridazine-3-carboxamide